FC=1N=CC(=NC1)CNC(=O)C1=C(OC=2N=CN=C(C21)NC2(CC2)C)C N-[(5-fluoropyrazin-2-yl)methyl]-6-methyl-4-[(1-methylcyclopropyl)amino]furo[2,3-d]pyrimidine-5-carboxamide